6-[2-(cyclooctan-2-yn-1-yloxy)acetamido]hexanamide C1(C#CCCCCC1)OCC(=O)NCCCCCC(=O)N